OC1=C(C=C(C=C1)C1(CCCCCCCCC1)C1=CC(=C(C=C1)O)C)C 1,1-bis(4-hydroxy-3-methylphenyl)cyclodecane